(4-(4-methyl-4H-1,2,4-triazol-3-yl)-2-nitrophenyl)carboxamide CN1C(=NN=C1)C1=CC(=C(C=C1)C(=O)N)[N+](=O)[O-]